rac-benzyl 4-((2R,5S)-1-(2-((6-((Tert-butoxycarbonyl)amino)-5-methylpyridin-3-yl)amino)-2-oxoacetyl)-5-methylpiperidin-2-yl)-5,6-dihydropyridine-1(2H)-carboxylate C(C)(C)(C)OC(=O)NC1=C(C=C(C=N1)NC(C(=O)N1[C@H](CC[C@@H](C1)C)C1=CCN(CC1)C(=O)OCC1=CC=CC=C1)=O)C |r|